ClC1=CC=C(C=C1)C(=O)N1CC2=C(CC1)SC(=C2)C2=NOC(=N2)C(F)(F)F (4-chlorophenyl)(2-(5-(trifluoromethyl)-1,2,4-oxadiazol-3-yl)-6,7-dihydrothieno[3,2-c]pyridin-5(4H)-yl)methanone